(6-(2-ethyl-1H-benzo[d]imidazol-1-yl)naphthalen-2-yl)boric acid C(C)C1=NC2=C(N1C=1C=C3C=CC(=CC3=CC1)OB(O)O)C=CC=C2